3-[7-[[2-(3,4-Difluorophenyl)cyclopropyl]amino]5-(propylsulphonyl)-3H-1,2,3-triazolo[4,5-d]pyrimidin-3-yl]-5-(2-hydroxyethoxy)-cyclopentane-1,2-diol FC=1C=C(C=CC1F)C1C(C1)NC=1C2=C(N=C(N1)S(=O)(=O)CCC)N(N=N2)C2C(C(C(C2)OCCO)O)O